tert-butyl 3-[1-[3-[(4S)-4-benzyl-2-oxo-1,3-oxazolidin-3-yl]-5-methylphenyl]ethylamino]-6-chloropyridine-2-carboxylate C(C1=CC=CC=C1)[C@@H]1N(C(OC1)=O)C=1C=C(C=C(C1)C)C(C)NC=1C(=NC(=CC1)Cl)C(=O)OC(C)(C)C